COC=1C(C=2C(=C(N(C2C(C1)=O)C)C)COC(CCC(C(=S)S)C)=O)=O (3-((5-Methoxy-1,2-dimethyl-4,7-dioxo-4,7-dihydro-1H-indol-3-yl)methoxy)-3-oxopropyl)dithio-propionic acid